5-(4-aminophenyl)-2,7-dimethyl-7H-pyrrolo[2,3-d]pyrimidin-4-amine NC1=CC=C(C=C1)C1=CN(C=2N=C(N=C(C21)N)C)C